(6bR,10aS)-8-(2,2-dimethyl-propionyloxymethyl)-8-[4-(4-fluoro-phenyl)-4-oxo-butyl]-3-methyl-2,3,6b,7,8,9,10,10a-octahydro-1H-pyrido[3',4':4,5]pyrrolo[1,2,3-de]quinoxalin-8-ium formate C(=O)[O-].CC(C(=O)OC[N+]1(C[C@@H]2[C@@H](N3CCN(C=4C=CC=C2C34)C)CC1)CCCC(=O)C1=CC=C(C=C1)F)(C)C